1-(3-((5-Cyclopropyl-2-((3-methyl-1-(1-methylpiperidin-4-yl)-1H-pyrazol-4-yl)amino)pyrimidin-4-yl)amino)propyl)-3-methyl-1,3-diazepan-2-on C1(CC1)C=1C(=NC(=NC1)NC=1C(=NN(C1)C1CCN(CC1)C)C)NCCCN1C(N(CCCC1)C)=O